ClC1=CC=C(C=N1)NC1=NC=CC2=CC(=CC=C12)OCCN1CC(C1)F N-(6-chloropyridin-3-yl)-6-(2-(3-fluoroazetidin-1-yl)ethoxy)isoquinolin-1-amine